C(CC)C1(CCCC1)C(=O)O α-propyl-cyclopentanecarboxylic acid